CS(=O)(=O)N1[C@H]2CC(C[C@@H]1CC2)NC=2N=CC1=C(N2)N(C(C=C1)=O)[C@@H]1C2(CC2)CCC1 2-(((1R,5S)-8-(methylsulfonyl)-8-azabicyclo[3.2.1]octan-3-yl)amino)-8-((S)-spiro[2.4]heptan-4-yl)pyrido[2,3-d]pyrimidin-7(8H)-one